C1=NC=C(C2=CC=CC=C12)NCCC1=CC=C(C=C1)NS(=O)(=O)C N-(4-(2-(Isochinolin-4-ylamino)ethyl)phenyl)methansulfonamid